C(C(=C)C)(=O)OCC(C)C(=O)O 2-carboxypropyl methacrylate